C(CCC)C(COCC(C[N+]1=CC2=CC=CC=C2CC1)OS(=O)(=O)O)CCCCCC 2-[3-[(2-butyloctyl)oxy]-2-(sulfooxy)propyl]-3,4-dihydroisoquinolinium